C(C)C=1C(NC(C1C)=O)=O 3-ethyl-4-methylpyrrole-2,5-dione